C(#N)C=1C(=NC(=C(C(=O)OC)C1)N1CCC(CCC1)(F)F)C methyl 5-cyano-2-(4,4-difluoroazepan-1-yl)-6-methylnicotinate